(2S,3S)-2-Acetylamino-3-methyl-pentanoic acid C(C)(=O)N[C@H](C(=O)O)[C@H](CC)C